OCC[C@H]1[C@H]([C@H]([C@H](O[C@H]1OC1=CC=CC=C1)CO)O)O (2R,3R,4R,5S,6S)-5-(2-hydroxyethyl)-2-(hydroxymethyl)-6-phenoxytetrahydro-2H-pyran-3,4-diol